2-Ethylsulfanyl-5-fluoro-N-[(3-fluorophenyl)-methyl]-4-methyl-6-morpholin-4-yl-pyridine-3-carboxylic acid amide C(C)SC1=NC(=C(C(=C1C(=O)NCC1=CC(=CC=C1)F)C)F)N1CCOCC1